C/C(=C\\CC/C(=C/CO)/C)/CC/C=C(\\C)/CO The molecule is a farnesane sesquiterpenoid obtained by hydroxylation of one of the terminal methyl groups of farnesol. It has a role as a mammalian metabolite. It is a farnesane sesquiterpenoid, a glycol and a polyprenol. It derives from a (2-trans,6-trans)-farnesol.